ethyl 2-[[(2-chlorophenyl)(phenyl)methyl](methyl)amino]-5-methoxy-1-methyl-6-oxopyrimidine-4-carboxylate ClC1=C(C=CC=C1)C(C1=CC=CC=C1)N(C=1N(C(C(=C(N1)C(=O)OCC)OC)=O)C)C